ClC1=C(C=C2C=C(N=CC2=C1)NC(=O)[C@H]1CC12CC(C2)OCC)C2CCN(CC2)[C@@]2(COC[C@@H]2O)C (1S)-N-(7-chloro-6-(1-((3R,4R)-4-hydroxy-3-methyltetrahydrofuran-3-yl)piperidin-4-yl)isoquinolin-3-yl)-5-ethoxyspiro[2.3]hexane-1-carboxamide